O=C1NC(CCC1N1C(C2=CC=C(C=C2C1=O)C1(CCN(CC1)CC1=NC=CN=C1)O)=O)=O 2-(2,6-dioxopiperidin-3-yl)-5-(4-hydroxy-1-(pyrazin-2-ylmethyl)piperidin-4-yl)isoindoline-1,3-dione